O=C1CC2(CNC2)CCN1C(=O)OCC1=CC=CC=C1 benzyl 6-oxo-2,7-diazaspiro[3.5]nonane-7-carboxylate